Benzyl N-(2,5-dimethylpyrrol-1-yl)carbamate CC=1N(C(=CC1)C)NC(OCC1=CC=CC=C1)=O